N(=C=O)CC1=C(C(=C(C(=C1C)C)CN=C=O)C)C 1,4-Bis(isocyanatomethyl)-2,3,5,6-tetramethylbenzol